NC(C[C@H](C(C(CCC1=CC=CC=C1)Cl)=O)NC(OCCCCCC)=O)=O hexyl ((3R)-1-amino-5-chloro-1,4-dioxo-7-phenylheptan-3-yl)carbamate